(S)-N-((S)-1-(6-(3-(2-(4-((S)-1-(((S)-tert-Butylsulfinyl)amino)ethyl)-3-methoxyphenyl)-3-chloropyridin-4-yl)-2-chlorophenyl)-2-methoxypyridin-3-yl)ethyl)-2-methylpropane-2-sulfinamide C(C)(C)(C)[S@](=O)N[C@@H](C)C1=C(C=C(C=C1)C1=NC=CC(=C1Cl)C=1C(=C(C=CC1)C1=CC=C(C(=N1)OC)[C@H](C)N[S@@](=O)C(C)(C)C)Cl)OC